N-(3-carbamoyl-phenyl)-5-chloro-4,6-dimethyl-2-(1-piperidyl)pyridine-3-carboxamide C(N)(=O)C=1C=C(C=CC1)NC(=O)C=1C(=NC(=C(C1C)Cl)C)N1CCCCC1